BrC1=CC=C2C(=NC(=NC2=C1F)Cl)N1CCCCC1 7-Bromo-2-chloro-8-fluoro-4-(piperidin-1-yl)quinazoline